NC=1C=2N(C3=CC(=CC=C3N1)C(=O)N(C(C)C)CC1=C(C=C(C=C1)C=1C=NN(C1)C(F)F)F)C=NC2 4-amino-N-(4-(1-(difluoromethyl)-1H-pyrazol-4-yl)-2-fluorobenzyl)-N-isopropylimidazo[1,5-a]quinoxaline-8-carboxamide